5-(4-((6-chloropyridin-2-yl)oxy)-3-fluorophenyl)-7-methyl-7H-pyrrolo[2,3-d]pyrimidin-4-amine ClC1=CC=CC(=N1)OC1=C(C=C(C=C1)C1=CN(C=2N=CN=C(C21)N)C)F